(R)-1,2,3,4-tetrahydro-naphthalen-2-amine C1[C@@H](CCC2=CC=CC=C12)N